N-methyl-3-(trifluoromethyl)-1H-pyrazole-5-carboxamide CNC(=O)C1=CC(=NN1)C(F)(F)F